4-amino-7-fluoro-8-(2-fluoropyridin-3-yl)-N-propylcinnoline-3-carboxamide NC1=C(N=NC2=C(C(=CC=C12)F)C=1C(=NC=CC1)F)C(=O)NCCC